C(C)(C)(C)OC(=O)N[C@@H](CC(=O)OCC)C=1C(=C(C=C(C1)C(F)(F)F)C1=C(C=C(C=C1OS(=O)(=O)C(F)(F)F)F)C)F Ethyl (3S)-3-((tert-butoxycarbonyl)amino)-3-(2,4'-difluoro-2'-methyl-5-(trifluoromethyl)-6'-(((trifluoromethyl)sulfonyl)oxy)-[1,1'-biphenyl]-3-yl)propanoate